C(\C=C/C(=O)[O-])(=O)OCC=C.C(\C=C/C(=O)[O-])(=O)OCC=C diallyl bismaleate